3-diethoxyphosphinothiotetrahydrothiophene-1,1-dioxide C(C)OP(SC1CS(CC1)(=O)=O)OCC